5-[S-(3-cyclopropyl-2-fluorophenyl)-N-methylsulfonimidoyl]-N-[2-(2,4-dimethylphenyl)-2,2-difluoroethyl]-2-methylpyrimidine-4-carboxamide C1(CC1)C=1C(=C(C=CC1)S(=O)(=NC)C=1C(=NC(=NC1)C)C(=O)NCC(F)(F)C1=C(C=C(C=C1)C)C)F